ethyl 2-(3-cyano-1H-indole-5-yl)-5-methyl-2H-1,2,3-triazole-4-formate C(#N)C1=CNC2=CC=C(C=C12)N1N=C(C(=N1)C(=O)OCC)C